C(CCCC=CCCCCCCCCC=CCC=CCCCCC)N tetracos-5,15,18-trien-1-amine